FC(C(=O)O)(F)F.C(#N)C=1C=C(OC2=CC=C(C=N2)CN2C(N(C3=C2C=C(C=C3)C(=O)N)C)=O)C=CC1 ((6-(3-cyanophenoxy)pyridin-3-yl)methyl)-1-methyl-2-oxo-2,3-dihydro-1H-benzimidazole-5-carboxamide trifluoroacetate